C(C1=CC=CC=C1)OC1=C(C=C(C(=O)OC)C=C1)Br methyl 4-(benzyloxy)-3-bromobenzoate